(S)-N-(1-((1,1-bis(4-fluorophenyl)prop-1-en-2-yl)amino)-3-methyl-1-oxobutan-2-yl)-3-hydroxy-4-methoxypicolinamide FC1=CC=C(C=C1)C(=C(C)NC([C@H](C(C)C)NC(C1=NC=CC(=C1O)OC)=O)=O)C1=CC=C(C=C1)F